NC1=NC(=CC(=N1)C(=O)N1CC2=CC=CC=C2C1)NC1=C(C=CC=C1)O (2-amino-6-((2-hydroxyphenyl)amino)pyrimidin-4-yl)(isoindolin-2-yl)methanone